3-[(3-amino-2-fluorophenyl)methyl]-N-methyl-2-oxo-3,4-dihydro-2H-1,3-benzoxazine-7-carboxamide NC=1C(=C(C=CC1)CN1C(OC2=C(C1)C=CC(=C2)C(=O)NC)=O)F